5-(((2,6-bis(bis(2-methoxyethyl)amino)-8-(4-(1-methyl-1H-1,2,4-triazol-3-yl)piperazin-1-yl)pyrimido[5,4-d]pyrimidin-4-yl)(methyl)amino)methyl)-2-fluorobenzonitrile COCCN(C=1N=C(C2=C(N1)C(=NC(=N2)N(CCOC)CCOC)N2CCN(CC2)C2=NN(C=N2)C)N(C)CC=2C=CC(=C(C#N)C2)F)CCOC